ClC=1C(N(C(=CC1OCC1=NC=C(C=C1F)F)C)C=1C=C(SC1C)C1=NC(=NC=C1)C(=O)OC)=O methyl 4-(4-{3-chloro-4-[(3,5-difluoropyridin-2-yl)methoxy]-6-methyl-2-oxopyridin-1-yl}-5-methylthiophen-2-yl)pyrimidine-2-carboxylate